C(C)OC(=O)C=1C(=C(SC1N=CC=1SC(=CC1)[N+](=O)[O-])NC(=O)C=1SC=CC1)C(=O)OCC diethyl-2-(thiophene-2-carboxamido)-5-(5-nitrothiophene-2-yl)methyleneaminothiophene-3,4-dicarboxylic acid